tert-Butyl 2-methyl-3-((4-(trifluoromethyl)benzyl)oxy)azetidine-1-carboxylate CC1N(CC1OCC1=CC=C(C=C1)C(F)(F)F)C(=O)OC(C)(C)C